FC1(C(C1)C1=CNC2=NC=CC(=C21)N[C@@H]2CC[C@@H](N(C2)C(=O)OCC2=CC=CC=C2)C)F Benzyl (2S,5R)-5-((3-(2,2-difluorocyclopropyl)-1H-pyrrolo[2,3-b]pyridin-4-yl)amino)-2-methylpiperidine-1-carboxylate